4-[2-[6-(4-piperidyl)-2-pyridyl]pyrido[3,2-d]pyrimidin-4-yl]morpholine N1CCC(CC1)C1=CC=CC(=N1)C=1N=C(C2=C(N1)C=CC=N2)N2CCOCC2